stearyl-β-(3,5-di-4-butyl-4-hydroxy phenyl)propionate C(CCCCCCCCCCCCCCCCC)OC(CCC1=CC(=C(C(=C1)CCCC)O)CCCC)=O